COC=1C=CC(=NC1)C(C(=O)N)C (5-methoxypyridin-2-yl)propanamide